F[C@H]1C[C@H](N2N=C(N=C21)C(C#N)(C)C)C2=CC=CC=C2 |r| 2-[Rac-(5s,7s)-7-fluoro-5-phenyl-6,7-dihydro-5H-pyrrolo[1,2-b][1,2,4]triazol-2-yl]-2-methyl-propionitrile